C(C1=CC=CC=C1)NC=1C=C(C=2N(C3=CC=C(C=C3C2C1)Cl)S(=O)(=O)C1=CC=C(C)C=C1)CCNC(OC(C)(C)C)=O tert-butyl (2-(3-(benzylamino)-6-chloro-9-tosyl-9H-carbazol-1-yl)ethyl)carbamate